1,3,8-trimethyl-2,4,7-trioxo-1,2,3,4,7,8-hexahydropyrido[2,3-d]pyrimidin-5-yl p-toluenesulfonate CC1=CC=C(C=C1)S(=O)(=O)OC1=CC(N(C=2N(C(N(C(C21)=O)C)=O)C)C)=O